1-methyl-4-nitro-2-(3-phenylpropylsulfonyl)benzene CC1=C(C=C(C=C1)[N+](=O)[O-])S(=O)(=O)CCCC1=CC=CC=C1